C(#N)C1=NN(C=C1C#CC1CN(C1)C=1C=C2C(N(C(C2=CC1)=O)C1C(NC(CC1)=O)=O)=O)C(C(=O)NC1=C(C=C(C=C1)C(F)(F)F)C#CC)(C)C 2-(3-cyano-4-((1-(2-(2,6-dioxopiperidin-3-yl)-1,3-dioxoisoindolin-5-yl)azetidin-3-yl)ethynyl)-1H-pyrazol-1-yl)-2-methyl-N-(2-(prop-1-yn-1-yl)-4-(trifluoromethyl)phenyl)propanamide